FC(C1=CC(=NC=C1)C(N)=S)F 4-(difluoromethyl)pyridine-2-carbothioamide